9-(4-chlorophenyl)acridine ClC1=CC=C(C=C1)C=1C2=CC=CC=C2N=C2C=CC=CC12